C(C)(=O)[O-].[NH4+].P(=O)(O)(O)[O-].[K+] potassium dihydrogenphosphate-ammonium acetate